C(=O)(O)C1=C(C=CC=C1)C=1C2=CC(=C(C(=C2OC2=C(CC(=CC12)Br)Br)Br)O)Br 9-(2-carboxyphenyl)-6-hydroxy-2,4,5,7-tetrabromo-3H-xanthen